O1C(=CC=C1)C1=CC=C(C=C1)CNC(=O)C1N(C(CN(C1)CC1=CC=NN1C)C)C(C(C)C)=O N-{[4-(furan-2-yl)phenyl]methyl}-6-methyl-1-(2-methylpropanoyl)-4-[(1-methyl-1H-pyrazol-5-yl)methyl]piperazine-2-carboxamide